NC=1N=C(C=C2C=C(N=CC12)NC(=O)C1C(C1)F)Cl N-(8-amino-6-chloro-2,7-naphthyridin-3-yl)-2-fluorocyclopropane-1-carboxamide